C(C)C=1OC2=C(C1C(=O)C1=CC(=C(C(=C1)I)O)I)C=CC=C2C (2-Ethyl-7-methylbenzofuran-3-yl)(4-hydroxy-3,5-diiodophenyl)methanone